O1CC(C1)C1=CC(=NO1)C(=O)NC1C[C@H]2CC[C@@H](C1)N2S(=O)(=O)CC2C1CC(CC21)NC(OCC2=CC=CC=C2)=O Benzyl (6-((((1R,3r,5S)-3-(5-(oxetan-3-yl)isoxazole-3-carboxamido)-8-azabicyclo[3.2.1]octan-8-yl)sulfonyl)methyl)bicyclo[3.1.0]hexan-3-yl)carbamate